NC1=C2C=CC=NC2=C(C(=C1C(=O)C1=C2C=NNC2=C(C(=C1)F)F)C)Br (5-amino-8-bromo-7-methylquinolin-6-yl)-(6,7-difluoro-1H-indazol-4-yl)methanone